ClC=1C=CC(=C(C1)CC(=O)NC1=CC(=NC=C1)C(=O)NC(COC)(C)CO)O 4-[[2-(5-Chloro-2-hydroxy-phenyl)acetyl]amino]-N-[1-(hydroxymethyl)-2-methoxy-1-methyl-ethyl]pyridine-2-carboxamide